tert-butyl ((2-(2-((2-methyl-2-(methylamino)propyl)amino)pyrimidin-4-yl)-1,6-naphthyridin-7-yl)methyl)carbamate CC(CNC1=NC=CC(=N1)C1=NC2=CC(=NC=C2C=C1)CNC(OC(C)(C)C)=O)(C)NC